O[C@H](CCN1N=C(C=C1C)N\C(\C)=C\1/C(NC2=CN=C(C=C21)C=2C=NC=CC2C)=O)C (S,Z)-3-(1-((1-(3-Hydroxybutyl)-5-methyl-1H-pyrazol-3-yl)amino)ethylidene)-5-(4-methylpyridin-3-yl)-1H-pyrrolo[2,3-c]pyridin-2(3H)-one